6-bromo-1,4-benzodioxane BrC1=CC2=C(OCCO2)C=C1